dodecenyloleic acid C(=CCCCCCCCCCC)C(C(=O)O)CCCCCC\C=C/CCCCCCCC